C(C)N(CCCCN)CC N,N-diethyl-butylenediamine